N[C@@H]1CC[C@H](CC1)NC1=NC=C(C(=N1)C1=CC(=NC=C1)N1C(C=CC=C1)=O)F trans-4'-(2-((4-aminocyclohexyl)amino)-5-fluoropyrimidin-4-yl)-2H-[1,2'-bipyridin]-2-one